CC(C(C)O)(C)O 3-methyl-butane-2,3-diol